diethylene glycol di(2-ethylbutyrate) C(C)C(C(=O)OCCOCCOC(C(CC)CC)=O)CC